[hydroxy]lysine ON[C@@H](CCCCN)C(=O)O